CC1(OB(OC1(C)C)C=1C2=CC=CC=C2C(=C2C=CC=CC12)C1=CC=CC=C1)C 4,4,5,5-Tetramethyl-2-(10-phenyl-anthracen-9-yl)-[1,3,2]dioxaborolane